CC1=C(C(=CC=C1)C)I 1,3-dimethyl-2-iodobenzene